ClC=1C(=CC=C2C=NNC12)C1=NN(C2=NC(=C(N=C21)CO)N2CCC(CC2)C)C2OCCCC2 1-[3-(7-chloro-1H-indazole-6-yl)-5-(hydroxymethyl)-1-(oxane-2-yl)-1H-pyrazolo[3,4-b]pyrazine-6-yl]-4-methylpiperidin